4-(2,6,6-trimethyl-2-cyclohexen-1-yl)butan-2-ol CC=1C(C(CCC1)(C)C)CCC(C)O